cis-3-fluoro-N-(4-methyl-3-(pyridin-2-yl)phenyl)-6-azabicyclo[3.1.1]heptane-6-carboxamide FC1CC2N(C(C1)C2)C(=O)NC2=CC(=C(C=C2)C)C2=NC=CC=C2